7-(8-ethyl-7-fluoro-3-hydroxy-1-naphthyl)-8-fluoro-2-[[(2S)-1-methylpyrrolidin-2-yl]methoxylpyrido[4,3-d]pyrimidin-4-yl]-3-methyl-piperidin-3-ol C(C)C=1C(=CC=C2C=C(C=C(C12)C1=C(C=2N=C(N=C(C2C=N1)C1NCCCC1(O)C)OC[C@H]1N(CCC1)C)F)O)F